3-(2-methoxyethyl)-1,8-dimethyl-5-[[(1R)-1-[3-(1,1-difluoro-2-hydroxy-ethyl)-2-fluoro-phenyl]ethyl]amino]imidazo[4,5-g]phthalazin-2-one COCCN1C(N(C2=CC=3C(=NN=C(C3C=C21)N[C@H](C)C2=C(C(=CC=C2)C(CO)(F)F)F)C)C)=O